3-(m-chlorophenyl)-2-phenylpropionamide ClC=1C=C(C=CC1)CC(C(=O)N)C1=CC=CC=C1